methyl-(2-ethyl)phosphinic acid CP(O)(=O)CC